N-(4-(1-cyclopropyl-7-(((1r,4r)-4-(dimethylamino)cyclohexyl)amino)-2-oxo-1,4-dihydropyrimido[4,5-d]pyrimidin-3(2H)-yl)-2-fluorophenyl)-1-(4-fluorophenyl)methanesulfonamide C1(CC1)N1C(N(CC=2C1=NC(=NC2)NC2CCC(CC2)N(C)C)C2=CC(=C(C=C2)NS(=O)(=O)CC2=CC=C(C=C2)F)F)=O